3-[3-[(tert-butyldiphenylsilyl)oxy]-2,2-dimethylpropyl]-2-[2-[(1S)-1-methoxyethyl]pyridin-3-yl]-1H-indole-5-carbonitrile [Si](C1=CC=CC=C1)(C1=CC=CC=C1)(C(C)(C)C)OCC(CC1=C(NC2=CC=C(C=C12)C#N)C=1C(=NC=CC1)[C@H](C)OC)(C)C